tert-butyl 2'-[6-amino-5-(difluoromethoxy)pyridin-3-yl]-5',6'-dihydrospiro[azetidine-3,4'-pyrrolo[1,2-b]pyrazole]-1-carboxylate NC1=C(C=C(C=N1)C=1C=C2N(N1)CCC21CN(C1)C(=O)OC(C)(C)C)OC(F)F